NC[C@@H]1[C@H]2[C@@H]([C@H]3[C@H](OC(CN3C(C)=O)C)O1)OC(O2)(C)C 1-((3aS,4R,5aR,9aS,9bR)-4-(aminomethyl)-2,2,7-trimethylhexahydro-4H,9H-[1,3]dioxolo[4',5':4,5]pyrano[2,3-b][1,4]oxazin-9-yl)ethan-1-one